(1R,2S)-2-(3-{[4-chloro-5-methoxy-6-(morpholin-4-yl)pyrimidin-2-yl]amino}-1H-indazol-6-yl)-5'-methoxyspiro[cyclopropan-1,3'-indol]-2'(1'H)-one ClC1=NC(=NC(=C1OC)N1CCOCC1)NC1=NNC2=CC(=CC=C12)[C@@H]1C[C@@]12C(NC1=CC=C(C=C21)OC)=O